CC(CC(=O)C1=C(C(=C(OCC=2N=CC(=NC2)C=2C=C(C(=O)O)C=C(C2)OC)C=C1)C)O)(C)C 3-(5-((4-(3,3-Dimethylbutanoyl)-3-hydroxy-2-methylphenoxy)methyl)pyrazin-2-yl)-5-methoxybenzoic acid